COC1=CC=C(C=C1)C1=NOC(=N1)N1CCC(CC1)C(=O)NCC1CN(CC1)C1CC(OCC1)C 1-(3-(4-methoxyphenyl)-1,2,4-oxadiazol-5-yl)-N-((1-(2-methyltetrahydro-2H-pyran-4-yl)pyrrolidin-3-yl)methyl)piperidine-4-carboxamide